2,2'-((4-methoxyphenyl)methylene)bis(3-hydroxy-5,5-dimethylcyclohex-2-en-1-one) COC1=CC=C(C=C1)C(C=1C(CC(CC1O)(C)C)=O)C=1C(CC(CC1O)(C)C)=O